COC(\C=C\C=1C=C(C=2N(C1)N=CC2C#N)OC)=O (E)-3-(3-cyano-4-methoxypyrazolo[1,5-a]pyridin-6-yl)acrylic acid methyl ester